((2R,3S,4R,5S)-5-(4-aminopyrrolo[2,1-f][1,2,4]triazin-7-yl)-2-cyano-3,4-dihydroxytetrahydrofuran-2-yl)methyl ((R)-2-methoxy-3-(octadecyloxy)propyl) hydrogen phosphate P(=O)(OC[C@]1(O[C@H]([C@@H]([C@@H]1O)O)C1=CC=C2C(=NC=NN21)N)C#N)(OC[C@@H](COCCCCCCCCCCCCCCCCCC)OC)O